C(C1=CC=CC=C1)N1CC=2C(N(C=3N=CC=CC3C2CC1)CC1=CC=CC=C1)=O 3,6-dibenzyl-2,3,4,6-tetrahydropyrido[3,4-c][1,8]naphthyridin-5(1H)-one